C(C)OC(=O)C=1OC2=C(C1C)C=C(C=C2)S(N(CC)C2=C(C=C(C=C2)N(CC)CC)CN(CC=2OC=CC2)C(C2=C(C=CC=C2)Cl)=O)(=O)=O 5-(N-(2-((2-chloro-N-(furan-2-ylmethyl)benzoylamino)methyl)-4-(diethylamino)phenyl)-N-ethylsulfamoyl)-3-methylbenzofuran-2-carboxylic acid ethyl ester